(1S,3S,5S)-N-((4-carbamimidoylthiophen-2-yl)methyl)-5-methyl-2-((4-(naphthalen-1-yloxy)butanoyl)glycyl)-2-azabicyclo[3.1.0]hexane-3-carboxamide C(N)(=N)C=1C=C(SC1)CNC(=O)[C@H]1N([C@H]2C[C@]2(C1)C)C(CNC(CCCOC1=CC=CC2=CC=CC=C12)=O)=O